1-(5-((4-(3-bromo-4-chloropyridin-2-yl)piperazin-1-yl)methyl)-1-oxoisoindolin-2-yl)dihydropyrimidine-2,4(1H,3H)-dione BrC=1C(=NC=CC1Cl)N1CCN(CC1)CC=1C=C2CN(C(C2=CC1)=O)N1C(NC(CC1)=O)=O